(3-((3-cyclopropyl-1-(2-fluoro-4-iodophenyl)-6,8-dimethyl-2,4,7-trioxo-1,2,3,4,7,8-hexahydropyrido[2,3-d]pyrimidin-5-yl)oxy)phenyl)methanesulfinamide C1(CC1)N1C(N(C2=C(C1=O)C(=C(C(N2C)=O)C)OC=2C=C(C=CC2)CS(=O)N)C2=C(C=C(C=C2)I)F)=O